methyl (S)-3-((5-(4'-((tert-butoxycarbonyl)amino)-4'H,6'H-spiro[piperidine-4,5'-pyrrolo[1,2-b]pyrazol]-1-yl)pyrazin-2-yl)thio)propanoate C(C)(C)(C)OC(=O)N[C@H]1C2(CN3N=CC=C31)CCN(CC2)C=2N=CC(=NC2)SCCC(=O)OC